2-((4-fluoro-2-methylphenyl)amino)-N-((2R,3S)-2-methyl-6-oxopiperidin-3-yl)-5-(trifluoromethyl)benzamide FC1=CC(=C(C=C1)NC1=C(C(=O)N[C@@H]2[C@H](NC(CC2)=O)C)C=C(C=C1)C(F)(F)F)C